5-cyclopentylpyrimidin-2-amine C1(CCCC1)C=1C=NC(=NC1)N